ClCC=1N(C2=C(N1)C=CC(=C2)C(=O)OC)CC2=CN=CO2 methyl 2-(chloromethyl)-3-(oxazol-5-ylmethyl)benzimidazole-5-carboxylate